methyl trans-4-((4-(2-(2-aminopyridin-3-yl)-5-phenyl-3H-imidazo[4,5-b]pyridin-3-yl)benzyl)(2,2,2-trifluoroethyl)amino)cyclohexane-1-carboxylate NC1=NC=CC=C1C1=NC=2C(=NC(=CC2)C2=CC=CC=C2)N1C1=CC=C(CN([C@@H]2CC[C@H](CC2)C(=O)OC)CC(F)(F)F)C=C1